5-cyclopentenyl-2-norbornene C1(=CCCC1)C1C2C=CC(C1)C2